5-bromo-2-fluoro-N,N-bis(4-methoxybenzyl)-3-methylaniline BrC=1C=C(C(=C(N(CC2=CC=C(C=C2)OC)CC2=CC=C(C=C2)OC)C1)F)C